C(C)(C)(C)OC(=O)N1[C@H](CO[C@@H](C1)C)C(=O)O (3R,6R)-4-tert-butoxycarbonyl-6-methyl-morpholine-3-carboxylic acid